C(=O)(O)C(O)C(O)C(=O)O.N1=CC(=CC=C1)CC(=O)N Pyridine-3-acetamide tartrate